(±)-2,5-UNDECADIEN-1-OL C(C=CCC=CCCCCC)O